3-(5-iodopyridin-2-yl)-1,5-dimethyl-7-(oxetan-3-yl)-3,7-diazabicyclo[3.3.1]nonan-9-one IC=1C=CC(=NC1)N1CC2(CN(CC(C1)(C2=O)C)C2COC2)C